N-(4-(pyrrolidin-1-yl-methyl)pyridin-2-yl)-6-(1H-1,2,4-triazol-1-yl)-benzo[d]thiazol-2-amine N1(CCCC1)CC1=CC(=NC=C1)NC=1SC2=C(N1)C=CC(=C2)N2N=CN=C2